FC=1C=C(C=CC1F)C1=CC=C2C(C(COC2=C1)(C)C)NC(O[C@@H]1CN2CCC1CC2)=O (S)-quinuclidin-3-yl (7-(3,4-difluorophenyl)-3,3-dimethylchroman-4-yl)carbamate